ClC1=C(C=CC=C1)C1=C(C(=O)N)C=CC(=C1)NC1=NC(=NC=C1F)NC1=CC=C(C=C1)CC(=O)N1CCN(CC1)CC1CCN(CC1)C1=CC(=CC=C1)NC1C(NC(CC1)=O)=O (2-chlorophenyl)-4-((2-((4-(2-(4-((1-(3-((2,6-dioxopiperidin-3-yl)amino)phenyl)piperidin-4-yl)methyl)piperazin-1-yl)-2-oxoethyl)phenyl)amino)-5-fluoropyrimidin-4-yl)amino)benzamide